FC1=C(C(=CC(=C1)CNC1=NC=C(C(=C1)OC)C)O)N1CC(NS1(=O)=O)=O 5-(2-fluoro-6-hydroxy-4-(((4-methoxy-5-methylpyridin-2-yl)amino)methyl)phenyl)-1,2,5-thiadiazolidin-3-one 1,1-dioxide